(E)-1-((1R,5S,6s)-6-((4-amino-7-methyl-5-(4-phenoxyphenyl)-7H-pyrrolo[2,3-d]pyrimidin-6-yl)ethynyl)-3-azabicyclo[3.1.0]hexan-3-yl)-4-((2-methoxyethyl)(methyl)amino)but-2-en-1-one NC=1C2=C(N=CN1)N(C(=C2C2=CC=C(C=C2)OC2=CC=CC=C2)C#CC2[C@@H]1CN(C[C@H]21)C(\C=C\CN(C)CCOC)=O)C